4-(3-(tert-butoxy)-3-oxopropyl)-2-fluorobenzoic acid methyl ester COC(C1=C(C=C(C=C1)CCC(=O)OC(C)(C)C)F)=O